C1(=CC=CC=C1)C=1N=C2N(C=C(C=C2C2=CC=CC=C2)C2=C(C=CC=C2)C)C1 2,8-diphenyl-6-(o-tolyl)imidazo[1,2-a]pyridine